CN(C)C1=C(C=CC=C1)C1=CC=CC=C1 2'-(N,N-dimethylamino)biphenyl